C(C)(C)(C)C1=NOC(=C1)NC(CC1=CC=C(C=C1)N1C=NC2=C1C=CC(=C2)C=2C=NN(C2)CF)=O N-(3-(tert-butyl)isoxazol-5-yl)-2-(4-(5-(1-(fluoromethyl)-1H-pyrazol-4-yl)-1H-benzo[d]imidazol-1-yl)phenyl)acetamide